6-(dimethylamino)benzo[de]isochromene-1,3-dione CN(C=1C=CC=2C(OC(C3=CC=CC1C23)=O)=O)C